3-bromo-N-(pentan-3-yl)benzamide BrC=1C=C(C(=O)NC(CC)CC)C=CC1